2-(4-bromophenyl)-4-(4-chlorophenyl)-6-phenyl-1,3,5-triazine BrC1=CC=C(C=C1)C1=NC(=NC(=N1)C1=CC=C(C=C1)Cl)C1=CC=CC=C1